N1=CN=CC2=C1NC1=CC=C(C=C21)C(=O)N 9H-pyrimido[4,5-b]Indole-6-carboxamide